N-(p-methylphenyl)acrylamide CC1=CC=C(C=C1)NC(C=C)=O